C(CCC(=O)O)(=O)O.N1C(=NC2=C1C=CC=C2)N.C(CCC(=O)O)(=O)O.C(CCC(=O)O)(=O)O.N2C(=NC1=C2C=CC=C1)N 1H-benzo[d]imidazol-2-amine sesquisuccinate